ICC1C2C=CC(C1)C2 5-iodomethyl-bicyclo(2.2.1)hept-2-ene